CCC=CCCCC=CC Dec-3,8-diene